ClC=1C=C(C[C@@H]2COC3=C(C=C(C=C3C2=O)CN2C(N(C=C2)C)=N)C=2C(=NC(=CC2)F)C)C=CC1Cl (R)-3-(3,4-dichlorobenzyl)-8-(6-fluoro-2-methylpyridin-3-yl)-6-((2-imino-3-methyl-2,3-dihydro-1H-imidazol-1-yl)methyl)chroman-4-one